Methyl 3,5-difluoropyridine-2-carboxylate FC=1C(=NC=C(C1)F)C(=O)OC